C(=O)C1=C(C=CC=C1OCC1=CC=C(C=C1)OC)N1N=C(C=C1)C1=NC=CC(=C1)C(=O)O 2-(1-{2-formyl-3-[(4-methoxyphenyl)methoxy]phenyl}pyrazol-3-yl)pyridine-4-carboxylic acid